N-(3-(4-Oxo-3-phenyl-3,4-dihydrophthalazin-1-yl)phenyl)methanesulfonamide O=C1N(N=C(C2=CC=CC=C12)C=1C=C(C=CC1)NS(=O)(=O)C)C1=CC=CC=C1